CC1(OB(OC1(C)C)C1=C(C=C(C=C1)C(F)(F)F)CC(F)(F)F)C 4,4,5,5-Tetramethyl-2-(2-(2,2,2-trifluoroethyl)-4-(trifluoromethyl)phenyl)-1,3,2-dioxaborolane